6-methoxy-2-methyl-N-[1-[[(3R)-1-methylsulfonyl-3-piperidyl]methyl]pyrazolo[3,4-d]pyrimidin-6-yl]-3,4-dihydro-1H-isoquinolin-7-amine COC=1C=C2CCN(CC2=CC1NC1=NC=C2C(=N1)N(N=C2)C[C@@H]2CN(CCC2)S(=O)(=O)C)C